BrC=1C(=C(C(=C(C1N=NC1=CC(=CC=C1)N)Br)Br)Br)O 6,6'-tetrabromo-4-amino-4'-hydroxyazobenzene